O=C1NC(CCC1NC(=O)C1=CC=CC2=C1NC(=N2)C)=O N-(2,6-dioxopiperidin-3-yl)-2-methyl-1H-benzo[d]imidazole-7-carboxamide